2-(((3-((1-(4-chlorophenyl)-2-oxo-2-(spiro[cyclopropane-1,3'-indolin]-1'-yl)ethyl)amino)-5-methoxybenzylidene)amino)oxy)acetic acid ClC1=CC=C(C=C1)C(C(N1CC2(C3=CC=CC=C13)CC2)=O)NC=2C=C(C=NOCC(=O)O)C=C(C2)OC